2-chloro-N-(2,2-difluoroethyl)-9-((3aR,3bR,4aS,5R,5aS)-2,2,3b-trimethylhexahydrocyclopropa[3,4]cyclopenta[1,2-d][1,3]dioxol-5-yl)-9H-purin-6-amine ClC1=NC(=C2N=CN(C2=N1)[C@@H]1[C@@H]2[C@]([C@@H]3[C@H]1OC(O3)(C)C)(C2)C)NCC(F)F